(13R)-3-cyclopropyl-13-(difluoromethyl)-9-(2,6-difluorophenyl)-16-thia-2,4,5,8-tetrazatetracyclo[8.6.0.02,6.011,15]hexadeca-1(10),3,5,8,11(15)-pentaene C1(CC1)C=1N2C=3SC=4C[C@@H](CC4C3C(=NCC2=NN1)C1=C(C=CC=C1F)F)C(F)F